[Si].[Au].[Al].ClC1=CC(=C(C=C1)C1=NOC(=C1C1=NC=CC=C1CO)C1=C(C=C(C=C1)F)F)F (αR)-[3-(4-chloro-2-fluorophenyl)-5-(2,4-difluorophenyl)-4-isoxazolyl]-3-pyridinemethanol aluminum-gold-silicon